[6-[3-(1-hydroxycyclopropyl)-1,2,4-triazol-1-yl]-2-azaspiro[3.3]heptan-2-yl]-[6-[[3-methyl-1-(2,2,2-trifluoroethyl)pyrazol-4-yl]methyl]-2,6-diazaspiro[3.3]heptan-2-yl]methanone OC1(CC1)C1=NN(C=N1)C1CC2(CN(C2)C(=O)N2CC3(C2)CN(C3)CC=3C(=NN(C3)CC(F)(F)F)C)C1